tert-butyl 4-[2-(3-fluoropyridin-2-yl)-1,3-dithian-2-yl]-4-oxidanyl-piperidine-1-carboxylate FC=1C(=NC=CC1)C1(SCCCS1)C1(CCN(CC1)C(=O)OC(C)(C)C)O